N1C(=CC=C1)C1=CC=CC=C1C(=O)N pyrrolebenzamide